CC(NCCCNC(C)(C)C)(C)C 1,3-Bis((Tris-methyl)methylamino)propane